11-aminoundecyltrimethoxysilane NCCCCCCCCCCC[Si](OC)(OC)OC